N-[rac-(2R,3S)-1-[1-(4-fluorophenyl)benzotriazol-5-yl]-5-oxo-2-phenylpyrrolidin-3-yl]propanamide FC1=CC=C(C=C1)N1N=NC2=C1C=CC(=C2)N2[C@@H]([C@H](CC2=O)NC(CC)=O)C2=CC=CC=C2 |r|